(2-((4-(6-bromopyridin-2-yl) thiazol-2-yl) amino)-2-oxoethyl) carbamate C(N)(OCC(=O)NC=1SC=C(N1)C1=NC(=CC=C1)Br)=O